C[C@H]1CCC(NC1)C=1C=CC2=C(N=C(S2)C=2CCN(CC2)C(=O)OC(C)(C)C)C1 |r| tert-butyl 4-[5-[rac-(5S)-5-methyl-2-piperidyl]-1,3-benzothiazol-2-yl]-3,6-dihydro-2H-pyridine-1-carboxylate